C(C)(C)(C)OC(=O)N[C@H](C(=O)OC)C1CC1 Methyl (S)-2-[(tert-butoxycarbonyl) amino]-2-cyclopropylacetate